N-((5-(prop-1-yn-1-yl)-2,3-dihydro-1H-inden-4-yl)carbamoyl)-4,6,7,8-tetrahydro-5,8-ethanofuro[3,2-c]azepine-2-sulfonamide C(#CC)C=1C(=C2CCCC2=CC1)NC(=O)NS(=O)(=O)C1=CC=2CN3CCC(C2O1)CC3